ClC=1C2=C(N=CN1)N1C(=C2C2=CC(=C(C=C2)OC2=NC(=CC=C2)C)F)N(CC1)C1=C(C=CC=C1)[N+](=O)[O-] 4-chloro-5-(3-fluoro-4-((6-methylpyridin-2-yl)oxy)phenyl)-6-(2-nitrophenyl)-7,8-dihydro-6H-imidazo[1',2':1,5]pyrrolo[2,3-d]pyrimidine